FC=1C=C(CNC(C2=CC=CC=C2)=O)C=CC1OC N-(3-fluoro-4-methoxybenzyl)benzamide